ethyl 4-amino-2-(4-(quinolin-3-yl)piperazin-1-yl)pyrimidine-5-carboxylate NC1=NC(=NC=C1C(=O)OCC)N1CCN(CC1)C=1C=NC2=CC=CC=C2C1